tert-butyl 2-[4-(4-chlorophenyl)-5-(3-chloro-4-pyridyl)imidazol-1-yl]acetate ClC1=CC=C(C=C1)C=1N=CN(C1C1=C(C=NC=C1)Cl)CC(=O)OC(C)(C)C